4-(((1s,4s)-4-(4-((2-(2-(2-((2-(2,6-dioxopiperidin-3-yl)-1,3-dioxoisoindolin-5-yl)oxy)ethoxy)ethoxy)eth-yl)sulfonyl)piperazin-1-yl)cyclohexyl)amino)quinazoline-6-carbonitrile O=C1NC(CCC1N1C(C2=CC=C(C=C2C1=O)OCCOCCOCCS(=O)(=O)N1CCN(CC1)C1CCC(CC1)NC1=NC=NC2=CC=C(C=C12)C#N)=O)=O